CC(COCC1=CC=CC=C1)(C#C)C 2,2-dimethylbut-3-ynoxymethylbenzene